N-(4,4-difluorocyclohexyl)-5-(4-fluoro-1-isopropyl-2-methyl-1H-benzo[d]imidazol-6-yl)-7H-pyrrolo[2,3-d]pyrimidin-2-amine FC1(CCC(CC1)NC=1N=CC2=C(N1)NC=C2C=2C=C(C1=C(N(C(=N1)C)C(C)C)C2)F)F